5-chloro-2-((1,3-dihydroxypropan-2-yl)oxy)-N-((1S,3R)-3-(2-(2-fluorophenyl)-6-(1H-1,2,4-triazol-3-yl)-1H-imidazo[4,5-c]pyridin-1-yl)cyclohexyl)benzamide ClC=1C=CC(=C(C(=O)N[C@@H]2C[C@@H](CCC2)N2C(=NC=3C=NC(=CC32)C3=NNC=N3)C3=C(C=CC=C3)F)C1)OC(CO)CO